CN1CCN(CC1)C1=C(C=C(C=C1)N1N=NC(=C1)C(NCCCN1CCOCC1)=O)NC(=O)C=1C=CC(=NC1C(F)(F)F)C(=O)N N5-[2-(4-methylpiperazin-1-yl)-5-[4-(3-morpholinopropylcarbamoyl)triazol-1-yl]phenyl]-6-(trifluoromethyl)pyridine-2,5-dicarboxamide